C(C)(=O)N1CCN(CC1)CCCS(=O)(=O)N(C1=CC=CC=C1)CC1=CC=C(C=C1)C(=O)NN 3-(4-acetylpiperazin-1-yl)-N-(4-(hydrazinecarbonyl)benzyl)-N-phenylpropane-1-sulfonamide